3-chloro-1-(3-chloro-2-pyridinyl)-N-[2,4-dichloro-6-[[(1-cyano-1-methylethyl)amino]carboxy]phenyl]-1H-pyrazole-5-carboxamide ClC1=NN(C(=C1)C(=O)NC1=C(C=C(C=C1C(=O)ONC(C)(C)C#N)Cl)Cl)C1=NC=CC=C1Cl